1,4-butanediol bis(1,2,2,2-tetrafluoroethanesulfonate) FC(C(F)(F)F)S(=O)(=O)OCCCCOS(=O)(=O)C(C(F)(F)F)F